O1C(=CC2=C1C=CC=C2)CN2C=CC=1C=NC=C(C12)C(=O)NC(C)C12CC(C1)(C2)C(=O)O 3-(1-(1-(Benzofuran-2-ylmethyl)-1H-pyrrolo[3,2-c]pyridine-7-carboxamido)ethyl)bicyclo[1.1.1]pentane-1-carboxylic Acid